2-((2-(pyridin-2-yl)ethyl)thio)ethan-1-amine dihydrochloride Cl.Cl.N1=C(C=CC=C1)CCSCCN